3-[4-(5-Aminopent-1-yn-1-yl)-3-methyl-2-oxo-1,3-benzodiazol-1-yl]piperidine-2,6-dione NCCCC#CC1=CC=CC=2N(C(N(C21)C)=O)C2C(NC(CC2)=O)=O